trichloromethyl-tin ClC(Cl)(Cl)[Sn]